O1C(=NCC1)C1=CC=C(C=C1)C=1OCCN1 1,4-bis(2-oxazolin-2-yl)benzene